(2S,3R,4R,5S,6R)-2-[3-[4-[(S)-tetrahydrofurane-3-yloxy]benzyl]-4-chlorophenyl]-6-hydroxymethyl-epoxyhexane-3,4,5-triol O1C[C@H](CC1)OC1=CC=C(CC=2C=C(C=CC2Cl)[C@]2(CO2)[C@@H]([C@@H]([C@H](CCO)O)O)O)C=C1